3-((6-(cyclopropanecarboxamido)-2-methyl-3-oxo-2,3-dihydro-1H-pyrazolo[3,4-b]pyridin-4-yl)amino)-2-methoxybenzamide C1(CC1)C(=O)NC1=CC(=C2C(=N1)NN(C2=O)C)NC=2C(=C(C(=O)N)C=CC2)OC